N-((3S,4R)-1-acetyl-4-((7-(2,6-dichloro-3,5-dimethoxyphenyl)-5-((tetrahydrofuran-3-yl)amino)-2,6-naphthyridin-3-yl)amino)pyrrolidin-3-yl)acrylamide C(C)(=O)N1C[C@@H]([C@@H](C1)NC=1N=CC2=CC(=NC(=C2C1)NC1COCC1)C1=C(C(=CC(=C1Cl)OC)OC)Cl)NC(C=C)=O